tert-butyl 4-((5-(((5-(tert-butyl)oxazol-2-yl)methyl)thio)thiazol-2-yl)carbamoyl)-[1,4'-bipiperidine]-1'-carboxylate C(C)(C)(C)C1=CN=C(O1)CSC1=CN=C(S1)NC(=O)C1CCN(CC1)C1CCN(CC1)C(=O)OC(C)(C)C